ClC=1C=C(C=CC1Cl)N1C(C=CC=2CNCCC12)=O N-(3,4-Dichlorophenyl)-2-oxo-1,5,7,8-tetrahydro-1,6-naphthyridine